1-(11Z-docosenyl)-glycero-3-phosphate C(=CCCCCCCCCCCCCCCCCCCCC)OCC(O)COP(=O)(O)O